N-(3-(4-(4-aminoimidazo[2,1-f][1,2,4]triazin-7-yl)-1H-pyrazol-1-yl)-4-methylphenyl)-3-chloro-4-fluorobenzamide NC1=NC=NN2C1=NC=C2C=2C=NN(C2)C=2C=C(C=CC2C)NC(C2=CC(=C(C=C2)F)Cl)=O